Piperidin-4-ylmethyl methane-sulfonate CS(=O)(=O)OCC1CCNCC1